anthracene-2,3-dicarboxylate C1=C(C(=CC2=CC3=CC=CC=C3C=C12)C(=O)[O-])C(=O)[O-]